FC1=C(C=CC=C1NS(NC)(=O)=O)CC=1C(OC2=CC(=CC=C2C1C)CC=C)=O 3-({2-fluoro-3-[(methylsulfamoyl)amino]phenyl}methyl)-4-methyl-7-(prop-2-en-1-yl)chromen-2-one